C(C)(C)(C)OC(=O)NC(C(=O)O)C1=C(C(=C(C(=C1)F)OC)OC)Cl 2-((tert-butoxycarbonyl)amino)-2-(2-chloro-5-fluoro-3,4-dimethoxyphenyl)acetic acid